ClC1=CC=2C3=C(C=NC2C=C1)N=C(N3[C@@H]3C[C@@H](CC3)F)CC3=NC=C(N=C3)C 8-chloro-1-[cis-3-fluorocyclopentyl]-2-[(5-methylpyrazin-2-yl)methyl]-1H-imidazo[4,5-c]quinoline